Tert-butyl (4-((2R,3S)-4-bromo-5-chloro-6-fluoro-3-methoxy-2-phenyl-2,3-dihydrobenzofuran-2-yl)-4-oxobutyl)carbamate BrC1=C(C(=CC2=C1[C@@H]([C@](O2)(C2=CC=CC=C2)C(CCCNC(OC(C)(C)C)=O)=O)OC)F)Cl